tert-butyl 4-[3-[[(1R)-1-[3-[3-(hydroxymethyl)phenyl]phenyl]ethyl]carbamoyl]-4-methyl-phenyl]piperazine-1-carboxylate OCC=1C=C(C=CC1)C=1C=C(C=CC1)[C@@H](C)NC(=O)C=1C=C(C=CC1C)N1CCN(CC1)C(=O)OC(C)(C)C